FC(C1=CC=C(C=C1)N1C=CC=2C1=NC=C(N2)NC(C=C)=O)(F)F N-(5-(4-(trifluoromethyl)phenyl)-5H-pyrrolo[2,3-b]pyrazin-2-yl)acrylamide